4-formyl-5-((3-methylbenzyl)oxy)-1,3-phenylene bis(4-methylbenzene-sulfonate) CC1=CC=C(C=C1)S(=O)(=O)OC1=CC(=C(C(=C1)OCC1=CC(=CC=C1)C)C=O)OS(=O)(=O)C1=CC=C(C=C1)C